(R)-N-(1-(pyrazin-2-yl)ethyl)-5-(4-(trifluoromethyl)phenyl)-2-naphthamide N1=C(C=NC=C1)[C@@H](C)NC(=O)C1=CC2=CC=CC(=C2C=C1)C1=CC=C(C=C1)C(F)(F)F